ClC1=CC=C(C=C1)C=1SC=C(N1)CCNC(CCC)=O N-[2-[2-(4-chlorophenyl)-4-thiazolyl]ethyl]-butyramide